C(C)(C)(C)OC(=O)N1CCN(CC1)C=1C(=C2C(=CN1)NC=C2C(C)C)F 4-(4-fluoro-3-isopropyl-1H-pyrrolo[2,3-c]pyridin-5-yl)piperazine-1-carboxylic acid tert-butyl ester